C(C)(C)(C)OC(=O)NC(C(=O)OC)C=1SC=C(C1)C(N)=N methyl 2-((tert-butoxycarbonyl)amino)-2-(4-carbamimidoylthiophen-2-yl)acetate